(R)-N-(3-aminobicyclo[1.1.1]pentan-1-yl)-6-chloro-4-oxochroman-2-carboxamide NC12CC(C1)(C2)NC(=O)[C@@H]2OC1=CC=C(C=C1C(C2)=O)Cl